CN1C=NC2=C1C=CC(=C2)OC(F)(F)F 1-methyl-5-(trifluoromethoxy)-1H-1,3-benzodiazol